BrC=1C=C(C=CC1)NC=1SC(=CN1)C1=CC=C(C=C1)OC1=C2N=CN(C2=NC=N1)CC(C)C N-(3-bromophenyl)-5-(4-((9-isobutyl-9H-purin-6-yl)oxy)phenyl)thiazol-2-amine